C(=O)(O)C(CC1=CC=C(C=C1)OCCOCCOCCOCC)N1CCN(CCN(CCN(CC1)CC(=O)[O-])C(C(=O)[O-])COC)CC(=O)[O-].[Gd+3] gadolinium 2-{7-[1-carboxy-2-(4-{2-[2-(2-ethoxyethoxy)ethoxy]ethoxy}phenyl)ethyl]-4,10-bis(carboxylatomethyl)-1,4,7,10-tetraazacyclododecan-1-yl}-3-methoxypropanoate